CC1=C(C(=O)OC=2C=3C(=CNC3C(=CC2)CCO)CCN(C)C)C=CC(=C1OCC=C)OC1CC(C1)NC(=O)OC(C)(C)C 3-[2-(dimethylamino)ethyl]-7-[2-hydroxyethyl]indol-4-ol methyl-3-allyloxy-4-[3-(tert-butoxycarbonylamino)cyclobutoxy]benzoate